FC=1C=C(C=CC1OC1=CC=NC2=CC(=CN=C12)OCCOC)NC(=O)C1=C(N(C(=C(C1=O)C=1OC=CC1)C)C)C N-[3-fluoro-4-[[7-(2-methoxyethoxy)-1,5-naphthyridin-4-yl]oxy]phenyl]-5-(furan-2-yl)-1,2,6-trimethyl-4-oxopyridine-3-carboxamide